F\C(\C(=O)OCC)=C/C1=NC=NC=C1 Ethyl (Z)-2-fluoro-3-(pyrimidin-4-yl)acrylate